CC(C(=O)O)CC(C)C 2,4-dimethylvaleric acid